(R)-4-(tert-butoxycarbonyl)-1,4-oxazepane-6-carboxylic acid C(C)(C)(C)OC(=O)N1CCOC[C@@H](C1)C(=O)O